2,2-bis(acryloyloxymethyl)-1,3-propanediyl diacrylate C(C=C)(=O)OCC(COC(C=C)=O)(COC(C=C)=O)COC(C=C)=O